CC1(OCC(CO1)(C)CN)C 1-(2,2,5-trimethyl-1,3-dioxan-5-yl)methanamine